3-((4-(hydroxymethyl)tetrahydro-2H-pyran-4-yl)carbamoyl)-2-methylbenzofuran OCC1(CCOCC1)NC(=O)C1=C(OC2=C1C=CC=C2)C